Cl.ClC1=CC(=C(C=C1)C1=CC=C(C=C1)N1CCN(CC1)C)N1CC(CCC1)N1N=CC(=C1C(F)(F)F)C(=O)O 1-{1-[4-chloro-4'-(4-methylpiperazin-1-yl)[1,1'-biphenyl]-2-yl]piperidin-3-yl}-5-(trifluoromethyl)-1H-pyrazole-4-carboxylic acid hydrochloride